5-(4-(3-(7-fluoro-5-methyl-1-oxo-1,2-dihydroisoquinolin-3-yl)propyl)piperazin-1-yl)picolinonitrile FC1=CC(=C2C=C(NC(C2=C1)=O)CCCN1CCN(CC1)C=1C=CC(=NC1)C#N)C